(4-aminophenyl)-5-(3,4-dimethoxyphenyl)pyridin-2-amine NC1=CC=C(C=C1)C=1C(=NC=C(C1)C1=CC(=C(C=C1)OC)OC)N